6-Chloro-9-cyclopropyl-2-(propylthio)-9H-purine ClC1=C2N=CN(C2=NC(=N1)SCCC)C1CC1